4-(6,8-difluoro-2-(((S)-1-methylpyrrolidin-2-yl)methoxy)-4-(piperazin-1-yl)quinazolin-7-yl)benzo[d]thiazol-2-amine FC=1C=C2C(=NC(=NC2=C(C1C1=CC=CC2=C1N=C(S2)N)F)OC[C@H]2N(CCC2)C)N2CCNCC2